2-Methyl-4-ethoxy-phenol CC1=C(C=CC(=C1)OCC)O